2-[4-(4-hydroxyoxan-4-yl)phenyl]-6-methyl-4-[2-(2,2,2-trifluoroethoxy)phenyl]-2,3-dihydro-1H-pyrrolo[3,4-c]pyridin-1-one OC1(CCOCC1)C1=CC=C(C=C1)N1CC=2C(=NC(=CC2C1=O)C)C1=C(C=CC=C1)OCC(F)(F)F